(4-((3-nitropyridin-2-yl)amino)phenyl)methanol [N+](=O)([O-])C=1C(=NC=CC1)NC1=CC=C(C=C1)CO